2,6-Dimethylphenylboronic acid pinacol ester CC1=C(C(=CC=C1)C)B1OC(C)(C)C(C)(C)O1